Lead-tin-copper [Cu].[Sn].[Pb]